2-(tert-butyl) 3-ethyl (1S,3S,5R)-5-((2-(benzyloxy)-2-oxoethoxy)methyl)-2-azabicyclo[3.1.0]hexane-2,3-dicarboxylate C(C1=CC=CC=C1)OC(COC[C@@]12C[C@H](N([C@H]2C1)C(=O)OC(C)(C)C)C(=O)OCC)=O